N-(2-(2-aminoethoxy)ethyl)-4-((3-(4-methoxyphenyl)imidazo[1,2-a]pyrazin-8-yl)amino)-2-methylbenzamide hydrochloride Cl.NCCOCCNC(C1=C(C=C(C=C1)NC=1C=2N(C=CN1)C(=CN2)C2=CC=C(C=C2)OC)C)=O